ClC1=C(C=CC(=N1)N(CC1=CC=C(C=C1)OC)CC1=CC=C(C=C1)OC)C(F)(F)F 6-chloro-N,N-bis[(4-methoxyphenyl)methyl]-5-(trifluoromethyl)pyridin-2-amine